CSC1=NC=CC(=N1)N1CN(C=C1)C(F)(F)F 3-(2-(Methylmercapto)pyrimidin-4-yl)-1-(trifluoromethyl)imidazole